C(#N)C1=C(SC2=C1C(=NC=C2F)C=2C1=C(C=3C=NC(=NC3C2F)N2CCC(CC2)N2CC(C2)OC)COC1)NC(OC(C)(C)C)=O tert-butyl (3-cyano-7-fluoro-4-(5-fluoro-3-(4-(3-methoxyazetidin-1-yl)piperidin-1-yl)-7,9-dihydrofuro[3,4-f]quinazolin-6-yl)thieno[3,2-c]pyridin-2-yl)carbamate